C[N+](CCCCCCCCCC)(C)[O-] N,N-dimethyl-N-decylamine-N-oxide